C(C)OC(=O)C1=CC2=C(S1)C=C(C=C2)N2CC(C2)(C)O 6-(3-hydroxy-3-methylazetidin-1-yl)benzo[b]thiophene-2-carboxylic acid ethyl ester